[Ru].CC(=C)C(=C)C (2,3-dimethyl-1,3-butadiene) ruthenium